(R)-3-chloro-4-((3-cyclopropyl-5-fluoropyridin-2-yl)methoxy)-2'-(2-(2-hydroxypropan-2-yl)pyrimidin-4-yl)-5',6-dimethyl-2H-[1,4'-bipyridin]-2-one ClC=1C(N(C(=CC1OCC1=NC=C(C=C1C1CC1)F)C)C1=CC(=NC=C1C)C1=NC(=NC=C1)C(C)(C)O)=O